N-((1r,4r)-4-((2,2-difluoroethyl)amino)cyclohexyl)-6-methyl-2-(1H-pyrazol-4-yl)pyrimidine-4-carboxamide FC(CNC1CCC(CC1)NC(=O)C1=NC(=NC(=C1)C)C=1C=NNC1)F